C(CCC)S(=O)(=O)[O-] butan-1-sulfonate